N-(4-Aminophenyl)sulfonyl-6-tert-butyl-2-cyclopentylpyridin-3-carboxamid NC1=CC=C(C=C1)S(=O)(=O)NC(=O)C=1C(=NC(=CC1)C(C)(C)C)C1CCCC1